C(C)(=O)NC1[C@@H](O)[C@@H](O)[C@H](O)[C@H](O1)CO N-acetylmannosyl-amine